C(C)(C)(C)OC(=O)N1C[C@H](CCC1)N(C=1C=NN(C1)C)S(=O)(=O)NC(=O)OC(C)(C)C.F[C@H]1CN(CCC1)C1=C(N)C=C(C=C1)N1N=NN=C1 (R)-2-(3-Fluoropiperidin-1-yl)-5-(tetrazol-1-yl)aniline tert-butyl-(3S)-3-[({[(tert-butoxy)carbonyl]amino}sulfonyl)(1-methyl-1H-pyrazol-4-yl)amino]piperidine-1-carboxylate